FC=1C=C2C=3C(=NNC(C3C1)=O)C(C(N2)C2=CC=C(C=C2)F)N2C(NC1(CCC1)C2=O)=S 5-fluoro-8-(4-fluorophenyl)-9-(8-oxo-6-thioxo-5,7-diazaspiro[3.4]octane-7-yl)-8,9-dihydro-2H-pyrido[4,3,2-de]phthalazin-3(7H)-one